N-(1H-indazol-5-yl)-3-{5-{[(4-methoxybenzyl)thio]methyl}-1,2,4-oxadiazol-3-yl}imidazo[1,2-b]pyridazin-6-amine N1N=CC2=CC(=CC=C12)NC=1C=CC=2N(N1)C(=CN2)C2=NOC(=N2)CSCC2=CC=C(C=C2)OC